N-[4-[[N-methyl-N-(tetrahydropyran-4-yl)amino]methyl]phenyl]-7-[4-(2-propoxyethoxy)phenyl]-1,1-dioxo-2,3-dihydro-1-benzothiepine-4-carboxamide CN(C1CCOCC1)CC1=CC=C(C=C1)NC(=O)C=1CCS(C2=C(C1)C=C(C=C2)C2=CC=C(C=C2)OCCOCCC)(=O)=O